C(C)(C)(C)OC(CCO[C@@H]1[C@H](OC[C@@H]([C@H]1OCCC(OC(C)(C)C)=O)OCCC(OC(C)(C)C)=O)CN1N=NC(=C1)CCCCCCCCC(=O)O)=O 9-(1-(((2R,3R,4R,5S)-3,4,5-tris(3-(tert-butoxy)-3-oxopropoxy)tetrahydro-2H-pyran-2-yl)methyl)-1H-1,2,3-triazol-4-yl)nonanoic acid